OC1(CCC(CC1)NC(C1=CN=CC=C1)=O)C N-(4-hydroxy-4-methylcyclohexyl)nicotinamide